tert-butyl 4-[1-(2,2-dimethylpropanoyl)-5-iodo-6-tetrahydropyran-4-yl-pyrrolo[3,2-f]indazol-7-yl]benzoate CC(C(=O)N1N=CC2=CC3=C(C=C12)N(C(=C3I)C3CCOCC3)C3=CC=C(C(=O)OC(C)(C)C)C=C3)(C)C